OCCCCCCCCCCCP(O)(O)=O 11-hydroxyundecylphosphonic acid